C(C=C)C1(CCN(CC1)CC1=CC=C(C=C1)C1=NOC(=N1)C1=CC(=C(C=C1)OC(C)C)Cl)C(=O)O 4-Allyl-1-{4-[5-(3-chloro-4-isopropoxy-phenyl)-[1,2,4]-oxadiazol-3-yl]-benzyl}-piperidine-4-carboxylic acid